2-ethyl-7-(5-fluoro-2-(((3S,4R)-3-hydroxytetrahydro-2H-pyran-4-yl)amino)pyrimidin-4-yl)-1-isopropylquinolin-4(1H)-one C(C)C=1N(C2=CC(=CC=C2C(C1)=O)C1=NC(=NC=C1F)N[C@H]1[C@@H](COCC1)O)C(C)C